2-(4-(6-(4-bromo-2-fluorobenzyloxy)pyridin-2-yl)-2-fluorobenzyl)-1-((tetrahydrofuran-2-yl)methyl)-1H-benzo[d]imidazole-6-carboxylic acid BrC1=CC(=C(COC2=CC=CC(=N2)C2=CC(=C(CC3=NC4=C(N3CC3OCCC3)C=C(C=C4)C(=O)O)C=C2)F)C=C1)F